(13E)-docosane-1-ol C(CCCCCCCCCCCCCCCCCCCCC)O